isoquinolino[2,1-A]naphthyridine C1=C2C=CC=3N(C2=NC=C1)CC=C1C=CC=CC13